C1=NC=CC2=C1C(=CC2)O 5H-cyclopenta[c]pyridin-7-ol